FC(S(=O)(=O)OC1=CC(=CC2=CC=C(C(=C12)CC)F)OCOC)(F)F 8-ethyl-7-fluoro-3-(methoxymethoxy)naphthalen-1-yl trifluoromethanesulfonate